(S)-2-(methoxymethyl)pyrazolidine COCN1NCCC1